N4-(8-methylcinnolin-4-yl)-N2-(4-(tetrahydro-2H-pyran-4-yl)phenyl)pyrimidine-2,4-diamine CC=1C=CC=C2C(=CN=NC12)NC1=NC(=NC=C1)NC1=CC=C(C=C1)C1CCOCC1